N,N-dimethylbenzothiazole-2-amine CN(C=1SC2=C(N1)C=CC=C2)C